FC1=C(C(=CC=C1)C)NC1=C(C(=O)O)C=C(C=C1)C(F)(F)F 2-((2-fluoro-6-methylphenyl)-amino)-5-(trifluoromethyl)benzoic acid